3-[1-(7-chloro-5-fluoro-3-methyl-1-benzofuran-2-yl)-2,2,2-trifluoroethyl]-1-[2-(3-hydroxyazetidin-1-yl)pyrimidin-5-yl]urea ClC1=CC(=CC=2C(=C(OC21)C(C(F)(F)F)NC(NC=2C=NC(=NC2)N2CC(C2)O)=O)C)F